FC1(OC2=C(O1)C=CC(=C2)N2N=C(C=C2C)N2CCN(CC2)CCN2CCOCC2)F 4-[2-[4-[1-(2,2-difluoro-1,3-benzodioxol-5-yl)-5-methyl-pyrazol-3-yl]piperazin-1-yl]ethyl]morpholine